CC(C)(C#CC(C)(OOC(C)(C)C)C)OOC(C)(C)C 2,5-dimethyl-2,5-di(tert-butylperoxy)3-hexyne